4-bromo-5-fluoro-2-methylbenzo[d]isothiazole-3(2H)-thione-1,1-dioxide BrC1=C(C=CC2=C1C(N(S2(=O)=O)C)=S)F